Methyl (R)-2-((2S,3R)-3-((tert-butoxycarbonyl)amino)-2-hydroxy-4-phenylbutanamido)-2-(4-fluoro-3-(trifluoromethyl)phenyl)acetate C(C)(C)(C)OC(=O)N[C@@H]([C@@H](C(=O)N[C@@H](C(=O)OC)C1=CC(=C(C=C1)F)C(F)(F)F)O)CC1=CC=CC=C1